C1(=CC=CC=C1)COC1CC(C1)C=O 3-(phenylmethoxy)cyclobutane-1-carbaldehyde